C1(=CC=CC=C1)CCNC(=O)C1CCN(CC1)C(=O)C1=NNC(=C1)C1=CC=NC=C1 N-(2-phenylethyl)-1-[5-(pyridin-4-yl)-1H-pyrazole-3-carbonyl]piperidine-4-carboxamide